OCCC12N(CC(C1)C2)C(=O)[O-] 1-(2-Hydroxyethyl)-2-azabicyclo[2.1.1]hexane-2-carboxylate